C(CC)OC1(C(CCC)O1)NC(C=C)=O N-(5-epoxypropoxypentyl)acrylamide